2-(3-bromo-5-methylphenyl)ethylamine hydrochloride Cl.BrC=1C=C(C=C(C1)C)CCN